COC(=O)N1C2(CC(CC1(C(C2[2H])[2H])C)=O)C.FC2CCN(CC2)C(=O)C=2C(=C1C(=NC2)NC=C1)C (4-fluoropiperidin-1-yl)(4-methyl-1H-pyrrolo[2,3-b]pyridin-5-yl)methanone methyl-6,7-dideuterio-1,5-dimethyl-3-oxo-8-azabicyclo[3.2.1]octane-8-carboxylate